ClC1=NC=C(C(=N1)NC1=C(C=C(C=C1)CO)P(C)(C)=O)Cl (2-((2,5-dichloropyrimidin-4-yl)amino)-5-(hydroxymethyl)phenyl)dimethylphosphine oxide